BrC1=CC=2N(C=C1)C(=NN2)C 7-bromo-3-methyl-[1,2,4]triazolo[4,3-a]pyridin